3-methyl-2-[1-methyl-5-[3-(methylamino)azetidin-1-yl]imidazo[4,5-b]pyrazin-2-yl]-5-(trifluoromethyl)phenol CC=1C(=C(C=C(C1)C(F)(F)F)O)C1=NC=2C(=NC=C(N2)N2CC(C2)NC)N1C